ethylenedioleic acid amide C(CCCCCCCCC\C=C/CCCCCCCC(=O)N)CCCCCCCC\C=C/CCCCCCCC(=O)N